tert-butyl-2,8-diazaspiro[4.5]decane-2-carboxylic acid methyl ester COC(=O)N1C(C2(CC1)CCNCC2)C(C)(C)C